tert-butyl 4-(4,4-dimethyl-3-oxo-pentanethioyl)piperazine-1-carboxylate CC(C(CC(=S)N1CCN(CC1)C(=O)OC(C)(C)C)=O)(C)C